4-(Methylamino)-1-(thiazol-5-ylmethyl)-7-(trifluoromethyl)quinazolin-2(1H)-one CNC1=NC(N(C2=CC(=CC=C12)C(F)(F)F)CC1=CN=CS1)=O